C1(CC1)S(=O)(=O)N1N=CC(=C1)C1=NC=CC(=N1)NC1=NC=C(C(=C1C(C)C)N)C#CCCOC N2-(2-(1-(Cyclopropylsulfonyl)-1H-pyrazol-4-yl)pyrimidin-4-yl)-M-isopropyl-5-(4-methoxybut-1-yn-1-yl)pyridine-2,4-diamine